O1CC[C@@H](C2=CC=CC=C12)NC(=O)C=1C=NC2=C(C(=CC=C2C1N1CC(C1)F)F)C1=CC(=CC(=C1)Cl)Cl (S)-N-(chroman-4-yl)-8-(3,5-dichlorophenyl)-7-fluoro-4-(3-fluoroazetidin-1-yl)quinoline-3-carboxamide